(2R,4R)-1-cyano-4-methoxy-N-[2-[(2-methoxy-2-methyl-propyl)amino]-2-oxo-1-(3-pyridyl)ethyl]-N-[4-(pentafluoro-λ6-sulfanyl)phenyl]pyrrolidine-2-carboxamide C(#N)N1[C@H](C[C@H](C1)OC)C(=O)N(C1=CC=C(C=C1)S(F)(F)(F)(F)F)C(C(=O)NCC(C)(C)OC)C=1C=NC=CC1